ClC=1C=C(C=C(C1)F)C(CCN(C(OC(C)(C)C)=O)C)N1CCN(CC1)C(C)C tert-butyl (3-(3-chloro-5-fluorophenyl)-3-(4-isopropylpiperazin-1-yl)propyl)(methyl)carbamate